ClCCOC(=O)Cl.O water 2-chloroethylchloroformate